CC1=NNC(C2=CC=C(C=C12)Br)=O Methyl-7-bromo-4-oxo-3,4-dihydrophthalazine